hydrogen ditelluride [TeH][TeH]